C(C)(C)C1=CC=C(CNCCNCC2=CC=C(C=C2)C(C)C)C=C1 N,N'-bis(4-isopropylbenzyl)-1,2-ethylenediamine